8-azabicyclo[3.2.1]Octane-8-carboxylic acid 4-nitrophenyl ester [N+](=O)([O-])C1=CC=C(C=C1)OC(=O)N1C2CCCC1CC2